The molecule is a member of the class of psoralens that is psoralen substituted by a prenyloxy group at position 8. Isolated from Angelica dahurica and Angelica koreana, it acts as a acetylcholinesterase inhibitor. It has a role as an EC 3.1.1.7 (acetylcholinesterase) inhibitor and a metabolite. CC(=CCOC1=C2C(=CC3=C1OC=C3)C=CC(=O)O2)C